4''-((2-ethyl-5,7-dimethyl-3H-imidazo[4,5-b]pyridin-3-yl)methyl)-3''-fluoro-[1,1':3',1''-terphenyl]-4'-carbonitrile C(C)C1=NC=2C(=NC(=CC2C)C)N1CC1=C(C=C(C=C1)C=1C=C(C=CC1C#N)C1=CC=CC=C1)F